CC=1N=CN(C1C1CCN(CC1)C1=C(C=CC=C1)[N+](=O)[O-])COCC[Si](C)(C)C 4-(4-methyl-1-((2-(trimethylsilyl)ethoxy)methyl)-1H-imidazol-5-yl)-1-(2-nitrophenyl)piperidine